8-(4-(4-(4-(2,6-dioxopiperidin-3-yl)-3-fluorobenzyl)piperazin-1-yl)piperidin-1-yl)-9-ethyl-6,6-dimethyl-11-oxo-6,11-dihydro-5H-benzo[b]carbazole-3-carbonitrile O=C1NC(CCC1C1=C(C=C(CN2CCN(CC2)C2CCN(CC2)C=2C(=CC3=C(C(C=4NC5=CC(=CC=C5C4C3=O)C#N)(C)C)C2)CC)C=C1)F)=O